NCCNCCC[SiH2]C(OC)OC N-(β-aminoethyl)-γ-aminopropyl-dimethoxymethylsilane